4-(2-chloro-7-(2-(pyridin-2-yl)ethenyl)thieno[3,2-d]Pyrimidin-4-yl)-3-methylmorpholine ClC=1N=C(C2=C(N1)C(=CS2)C=CC2=NC=CC=C2)N2C(COCC2)C